FC(F)C1=C(C#N)C=C(C=C1)O (difluoromethyl)-5-hydroxybenzonitrile